7-benzyl-4-methyl-5,6,7,8-tetrahydro-1,7-naphthyridin-2(1H)-one C(C1=CC=CC=C1)N1CCC=2C(=CC(NC2C1)=O)C